C(CC)NC1CC2=CC=CC=C2C1 N-propyl-2,3-dihydro-1H-indene-2-amine